{[1,1'-binaphthalene]-2,2'-diylbis(oxynaphthalene-6,2-diyl)}dimethanol C1(=C(C=CC2=CC=CC=C12)OC=1C=C2C=CC(=CC2=CC1)CO)C1=C(C=CC2=CC=CC=C12)OC=1C=C2C=CC(=CC2=CC1)CO